5α-androstan-3α-ol-17-one C[C@]12CC[C@H](C[C@@H]1CC[C@@H]3[C@@H]2CC[C@]4([C@H]3CCC4=O)C)O